NC1[C@@H]2CN(C[C@H]12)C(=O)O (1R,5S,6S)-6-amino-3-azabicyclo[3.1.0]Hexane-3-carboxylic acid